FC(OC1=CC=C(C=C1)NC1=C2C=C(NC2=CC(=C1)NC(C)=O)C(=O)O)(F)F 4-((4-trifluoromethoxyphenyl)amino)-6-acetylamino-1H-indole-2-carboxylic acid